C(C)(C)(C)NC(C(=CC=1C=C(OCCC(=O)N)C=CC1)C#N)=O 3-(3-(3-(tert-butylamino)-2-cyano-3-oxoprop-1-en-1-yl)phenoxy)propanamide